BrC=1C2=C(N(C(CC1C(=O)N)=O)CC1=CC(=C(C=C1)C)F)C=CC=C2 5-bromo-1-(3-fluoro-4-methylbenzyl)-2-oxo-2,3-dihydro-1H-benzo[b]azepine-4-carboxamide